(E)-N-(4-(1-(4-(4-(7-(2-(2,6-dioxopiperidin-3-yl)-1-oxoisoindoline-4-yl)hept-6-yn-1-yl)piperazin-1-yl)benzoyl)pyrrolidin-3-yl)butyl)-3-(pyridin-3-yl)acrylamide O=C1NC(CCC1N1C(C2=CC=CC(=C2C1)C#CCCCCCN1CCN(CC1)C1=CC=C(C(=O)N2CC(CC2)CCCCNC(\C=C\C=2C=NC=CC2)=O)C=C1)=O)=O